C(C(=C)C)(=O)OC(C)C(CC(C)C)C 3,5-dimethyl-2-hexyl methacrylate